C(C)(=O)N1CC2(C1)N(C(CN(C2=O)C2=C(C=C(C#N)C=C2)F)=O)[C@H](C)C2=CC=C(C=C2)C(F)(F)F (R)-4-(2-acetyl-6,9-dioxo-5-(1-(4-(trifluoromethyl)phenyl)ethyl)-2,5,8-triazaspiro[3.5]nonan-8-yl)-3-fluorobenzonitrile